The molecule is a 1,2-diacyl-sn-glycerol where oleoyl and arachidonoyl are the 1- and 2-acyl groups respectively. It has a role as a mouse metabolite. It derives from an oleic acid and an arachidonic acid. CCCCCCCC/C=C\\CCCCCCCC(=O)OC[C@H](CO)OC(=O)CCC/C=C\\C/C=C\\C/C=C\\C/C=C\\CCCCC